CCCCCCCCCCCCCCCCC(=O)OC[C@H](COP(=O)([O-])OCC[N+](C)(C)C)OC(=O)CCCCCCC/C=C\\C/C=C\\C/C=C\\CC The molecule is a 1,2-diacyl-sn-glycero-3-phosphocholine in which the acyl groups at positions 1 and 2 are specified as heptadecanoyl and (9Z,12Z,15Z)-octadecatrienoyl respectively. It has a role as a mouse metabolite. It derives from an alpha-linolenic acid and a heptadecanoic acid.